CC1=C(C=C(C=N1)NC(OC1=CC=CC=C1)=O)OC(F)(F)F phenyl (6-methyl-5-(trifluoromethoxy) pyridin-3-yl)carbamate